C1(=CC=CC=C1)N[C@@H](C(C)C)C(=O)OCC ethyl phenylvalinate